NC1=NC(=C(C=C1C=1C=C2C(=CNC(C2=CC1)=O)C)C1=CC=C(C=C1)[C@]12CN(C[C@@H]2C1)C)F 6-(2-amino-6-fluoro-5-(4-((1S,5R)-3-methyl-3-azabicyclo[3.1.0]hexan-1-yl)phenyl)pyridin-3-yl)-4-methylisoquinolin-1(2H)-one